O=C1NC(CCC1N1C(N(C2=C1C=CC(=C2)C2=CC=C(C=C2)N2CCC(CC2)C=O)C)=O)=O {4-[1-(2,6-dioxopiperidin-3-yl)-3-methyl-2-oxo-1,3-benzodiazol-5-yl]phenyl}piperidine-4-carbaldehyde